2-(2,3-dihydrobenzo[b][1,4]dioxin-6-yl)-6-(4-(trans-2-(hydroxymethyl)cyclohexylamino)piperidin-1-yl)benzonitrile O1C2=C(OCC1)C=C(C=C2)C2=C(C#N)C(=CC=C2)N2CCC(CC2)N[C@H]2[C@@H](CCCC2)CO